(3,3-difluoro-1-methylpyrrolidin-2-yl)-N-(2-(isoquinolin-1-yl)propan-2-yl)acetamide FC1(C(N(CC1)C)CC(=O)NC(C)(C)C1=NC=CC2=CC=CC=C12)F